FC(C1=CC(=NC=C1)OB(O)O)(F)F (4-(trifluoromethyl)pyridin-2-yl)boric acid